C1(CC1)C(CC=1C=CC2=C(SCC2)C1)NC 1-cyclopropyl-2-(2,3-dihydrobenzo[b]thiophen-6-yl)-N-methylethan-1-amine